tert-butyl N-[(2S)-2-[2,5-dimethyl-4-(7-methyl-1-tetrahydropyran-2-yl-3-vinyl-pyrazolo[3,4-c]pyridin-5-yl)pyrazol-3-yl]oxypropyl]-N-methyl-carbamate CN1N=C(C(=C1O[C@H](CN(C(OC(C)(C)C)=O)C)C)C=1C=C2C(=C(N1)C)N(N=C2C=C)C2OCCCC2)C